C(CC)C1CC1 2-propyl-cyclopropane